2,3-dihydro-1H-imidazo[2,1-e]imidazole-2-carboxamide N1C(CN2C=NC=C21)C(=O)N